N-(3-tolyl)-1,4-benzoxazine-4-formamide C1(=CC(=CC=C1)NC(=O)N1C=COC2=C1C=CC=C2)C